ClC1=C(CNCC2CCNCC2)C(=CC=C1)OCC N-(2-chloro-6-ethoxybenzyl)-1-(piperidin-4-yl)methanamine